Tert-Butyl 2-(2-(methoxymethoxy)phenyl)-5,6,6a,7,9,10-hexahydro-8H-pyrazino[1',2':4,5]pyrazino[2,3-c]pyridazine-8-carboxylate COCOC1=C(C=CC=C1)C=1C=C2C(=NN1)NCC1N2CCN(C1)C(=O)OC(C)(C)C